1H-cyclopropa[c][1,8]naphthyridine C1C=2C=NC=3N=CC=CC3C21